C(C)(C)OC(=O)N1C(CN(CC1)CC1=C(C(=CC(=C1)Cl)NC=1OC(=NN1)[C@H](CC)NC(=O)OC(C)(C)C)C)C 4-[[3-[[5-[(1S)-1-(tert-butoxycarbonylamino)propyl]-1,3,4-oxadiazol-2-yl]amino]-5-chloro-2-methyl-phenyl]methyl]-2-methyl-piperazine-1-carboxylic acid isopropyl ester